C(C)N(C([O-])=O)CCCCCC.[NH+]1=CC=CC=C1 Pyridinium ethylhexylcarbamate